BrC=1C=C(C(=NC1)F)C(=O)N[C@H](C)C1=CC(=CC(=C1)C(F)(F)F)[N+](=O)[O-] 5-bromo-2-fluoro-N-[(1R)-1-[3-nitro-5-(trifluoromethyl)phenyl]ethyl]pyridine-3-carboxamide